5-(ethanesulfonyl)pentanesulfonic acid 2-propynyl ester C(C#C)OS(=O)(=O)CCCCCS(=O)(=O)CC